N1=CC=C(C=C1)C1=CC2=C(NC=N2)C=C1 5-(pyridin-4-yl)-1H-benzo[d]imidazol